NC1=CC=C(OC2=CC=NC3=CN=C(C=C23)C(=O)NC)C=C1 4-(4-aminophenoxy)-N-methyl-1,7-naphthyridine-6-carboxamide